N(=C=O)CC1CCC(CC1)CN=C=O 1,4-di-(isocyanatomethyl)-cyclohexane